FC=1C=C(C=C(C1C1N(C(CC2=C1NC1=CC=CC=C21)C)CC(F)(F)F)F)NC2CN(C2)CCCC#N 4-(3-((3,5-Difluoro-4-(3-methyl-2-(2,2,2-trifluoroethyl)-2,3,4,9-tetrahydro-1H-Pyrido[3,4-b]indol-1-yl)phenyl)amino)azetidin-1-yl)butyronitrile